CC1=CC=C2C=C[N+](CC2=C1)=O 7-methyl-2-oxo-isoquinolin-2-ium